vinyl-(N-methyl)thiazole C(=C)C1SC=CN1C